3-(Cyclopropylmethyl)-6-(5-(7-ethyl-7H-imidazo[4,5-c]pyridazin-4-yl)-2-fluorophenyl)-5-methoxybenzo[d]oxazol-2(3H)-one C1(CC1)CN1C(OC2=C1C=C(C(=C2)C2=C(C=CC(=C2)C=2C1=C(N=NC2)N(C=N1)CC)F)OC)=O